C(C)N(C1=NC(=NC(=N1)[S-])[S-])CC [4-(diethylamino)-6-sulfanidyl-1,3,5-triazin-2-yl]sulfanide